ethyl (4aS,7aR)-3-methanesulfonyl-1-methyl-2-oxo-octahydro-1H-cyclopenta[b]pyridine-4a-carboxylate CS(=O)(=O)C1C[C@@]2([C@H](N(C1=O)C)CCC2)C(=O)OCC